tert-butyl 4-[(6-bromo-3-isoquinolyl)carbamoyl]-4-fluoro-piperidine-1-carboxylate BrC=1C=C2C=C(N=CC2=CC1)NC(=O)C1(CCN(CC1)C(=O)OC(C)(C)C)F